glycolic acid-n-butyl ester C(CCC)OC(CO)=O